(2-fluoro-4-((4-(4-(trifluoromethyl)piperidin-1-yl)phenyl)amino)benzyl)-5-oxopyrrolidine-3-carboxamide FC1=C(CN2CC(CC2=O)C(=O)N)C=CC(=C1)NC1=CC=C(C=C1)N1CCC(CC1)C(F)(F)F